O1C=CC2=C1C=CC(=C2)CN2C1=C(SCC2=O)SC(=C1)C(=O)OC methyl 1-(benzofuran-5-ylmethyl)-2-oxo-2,3-dihydro-1H-thieno[2,3-b][1,4]thiazine-6-carboxylate